2-Chloro-4-((4-nitrophenethyl)amino)chinolin-6-carboxamid ClC1=NC2=CC=C(C=C2C(=C1)NCCC1=CC=C(C=C1)[N+](=O)[O-])C(=O)N